NCC1=NNC(C2=CC=C(C=C12)C=1C=NN(C1N1C(C2=CC(=CC=C2C1)C(F)(F)F)=O)C)=O 4-(aminomethyl)-6-(1-methyl-5-(1-oxo-6-(trifluoromethyl)isoindol-2-yl)-1H-pyrazol-4-yl)phthalazin-1(2H)-one